NC1=NC=CC2=CC=C(C=C12)C=1C=C2C(CC3(CCN(CC3)C(CC)=O)C2=CC1)OC1=C(C(=CC=C1)C)CC(=O)O 2-(2-((5-(1-aminoisoquinolin-7-yl)-1'-propionyl-2,3-dihydrospiro[indene-1,4'-piperidin]-3-yl)oxy)-6-methylphenyl)acetic acid